3-(3-(2H-benzo[d][1,2,3]triazol-2-yl)-4-hydroxyphenyl)propionic acid N=1N(N=C2C1C=CC=C2)C=2C=C(C=CC2O)CCC(=O)O